selenium bismethionine N[C@@H](CCSC)C(=O)O.N[C@@H](CCSC)C(=O)O.[Se]